tert-butyl ((2-(2,6-dioxopiperidin-3-yl)-1,3-dioxoisoindolin-5-yl)methyl)carbamate O=C1NC(CCC1N1C(C2=CC=C(C=C2C1=O)CNC(OC(C)(C)C)=O)=O)=O